(S)-N-((R)-1-(1H-pyrrolo[3,2-c]pyridin-2-yl)ethyl)-2-((phenoxathiine-3-carbonyl)glycyl)-2-azaspiro[4.4]nonane-3-carboxamide N1C(=CC=2C=NC=CC21)[C@@H](C)NC(=O)[C@H]2N(CC1(C2)CCCC1)C(CNC(=O)C=1C=CC=2SC3=CC=CC=C3OC2C1)=O